3-[4-[2,4-Dihydroxy-5-[3-(4-hydroxyphenyl)prop-2-enoyl]phenoxy]phenyl]-1-(2,4-dihydroxyphenyl)prop-2-en-1-one OC1=C(OC2=CC=C(C=C2)C=CC(=O)C2=C(C=C(C=C2)O)O)C=C(C(=C1)O)C(C=CC1=CC=C(C=C1)O)=O